benzoic acid-tertiary-amyl-peroxyester C(C)(C)(CC)OOOC(C1=CC=CC=C1)=O